N-(4-(3-amino-7-(5-(dimethylphosphoryl)pyridin-2-yl)-1H-pyrazolo[4,3-c]pyridin-4-yl)benzyl)-5-fluoro-2-methoxybenzamide NC1=NNC2=C1C(=NC=C2C2=NC=C(C=C2)P(=O)(C)C)C2=CC=C(CNC(C1=C(C=CC(=C1)F)OC)=O)C=C2